N-((dimethylamino)methylene)propionamide CN(C)C=NC(CC)=O